(R)-1-(2-Ethynylthiazol-4-yl)-3-(2-hydroxy-1-(4-(1-hydroxyisoquinolin-8-yl)-phenyl)ethyl)urea C(#C)C=1SC=C(N1)NC(=O)N[C@@H](CO)C1=CC=C(C=C1)C=1C=CC=C2C=CN=C(C12)O